12-hydroxy-icosan-14-enoic acid OC(CCCCCCCCCCC(=O)O)CC=CCCCCC